Ethyl 4-((3-ethoxy-4-fluorophenyl) amino)-6-acetylamino-1H-indole-2-carboxylate C(C)OC=1C=C(C=CC1F)NC1=C2C=C(NC2=CC(=C1)NC(C)=O)C(=O)OCC